C1N(CC2=CC=CC=C12)CC1=CC(=C(OCC2=CC=C(C=C2)S(=N)C)C=C1)S(=O)(=O)C (4-((4-(Isoindolin-2-ylmethyl)-2-(methylsulfonyl)phenoxy)methyl)phenyl)(methyl)-λ4-sulfanimine